C(C1=CC=CC=C1)N1N=CC(=C1C([2H])([2H])[2H])C(CN1C(C=CC(=C1)C=C)=O)=O 1-(2-(1-benzyl-5-(methyl-d3)-1H-pyrazol-4-yl)-2-oxoethyl)-5-vinylpyridin-2(1H)-one